rac-(3R)-3-[4-({1-[(1-{1-[6-(2-hydroxyphenyl)pyridazin-4-yl]-4-phenylpiperidine-4-carbonyl}piperidin-4-yl)methyl]piperidin-4-yl}oxy)phenyl]piperidine-2,6-dione OC1=C(C=CC=C1)C1=CC(=CN=N1)N1CCC(CC1)(C(=O)N1CCC(CC1)CN1CCC(CC1)OC1=CC=C(C=C1)[C@@H]1C(NC(CC1)=O)=O)C1=CC=CC=C1 |r|